[Cl-].[Cl-].C[N+]1=CC=C(C=C1)C1=CC=[N+](C=C1)C dimethyl-[4,4'-bipyridine]-1,1'-diium dichloride